1-(2-Chlorophenyl)piperazine ClC1=C(C=CC=C1)N1CCNCC1